5-(galactosylhydroxy)-lysine C1([C@H](O)[C@@H](O)[C@@H](O)[C@H](O1)CO)OC(CC[C@H](N)C(=O)O)CN